1-ethoxy-2-methyl-1-oxopropan-2-yl 1-[2-chloro-5-(3,5-dimethyl-2,6-dioxo-4-sulfanylidene-1,3,5-triazinan-1-yl)-4-fluorophenoxy]cyclopropanecarboxylate ClC1=C(OC2(CC2)C(=O)OC(C(=O)OCC)(C)C)C=C(C(=C1)F)N1C(N(C(N(C1=O)C)=S)C)=O